C(#N)COC(CCCC1=CC=CC=C1)=O 4-phenylbutyric acid cyanomethyl ester